Ethyl-(6alpha-Hydroxy-17-ketoandrostan-3beta-yl) Azetat N1=C(C=C1)C(=O)O[C@@H]1CC2[C@H](C[C@H]3[C@@H]4CCC([C@@]4(CCC)CC[C@@H]3[C@]2(CC1)C)=O)O